C1(=CC=CC2=CC=CC=C12)NO α-naphthylhydroxylamine